8-(trifluoromethyl)-4,5-dihydro-2H-furo[2,3-g]indazol-7-carboxamid FC(C1=C(OC=2CCC3=CNN=C3C21)C(=O)N)(F)F